N(=[N+]=[N-])C1=C(C=CC(=C1)C(F)(F)F)F 2-azido-1-fluoro-4-(trifluoromethyl)benzene